(2-chlorophenyl)-N-[4-(2,4-dioxo-1,2,3,4-tetrahydronaphtho[1,2-b][1,4]diazepin-5-yl)phenyl]methanesulfonamide ClC1=C(C=CC=C1)CS(=O)(=O)NC1=CC=C(C=C1)N1C2=C(NC(CC1=O)=O)C1=CC=CC=C1C=C2